3-(3-iodo-6-methoxypyrazolo[1,5-a]pyrimidin-5-yl)-4,4-dimethyloxazolidin-2-one IC=1C=NN2C1N=C(C(=C2)OC)N2C(OCC2(C)C)=O